CC1=C2CN(C(C2=CC=C1)=O)C1CCC(CC1)C(=O)NC1=CC(NC=C1)=O (1s,4s)-4-(4-Methyl-1-oxoisoindolin-2-yl)-N-(2-oxo-1,2-dihydropyridin-4-yl)cyclohexanecarboxamide